COC=1N=C(C2=CC=C(C=C2C1)C(=O)O)N1CCC(CC1)C(F)(F)F 3-methoxy-1-(4-(trifluoromethyl)piperidin-1-yl)isoquinoline-6-carboxylic acid